CC1=NC=2N(C(=C1)NC1=NC(=NN1)C(F)(F)F)N=C(N2)C(F)(F)F 5-methyl-2-(trifluoromethyl)-N-[3-(trifluoromethyl)-1H-1,2,4-triazol-5-yl][1,2,4]triazolo[1,5-a]pyrimidin-7-amine